(3-hydroxybenzyl)-carbamic acid tert-butyl ester C(C)(C)(C)OC(NCC1=CC(=CC=C1)O)=O